1-(3,4-dimethyl-2-(p-tolyl)-2H-pyrazolo[3,4-d]pyridazin-7-yl)-N-(3-(dimethylamino)propyl)-4-methylpiperidine-4-carboxamide CC=1N(N=C2C(=NN=C(C21)C)N2CCC(CC2)(C(=O)NCCCN(C)C)C)C2=CC=C(C=C2)C